FC1=CC=C(CCC2=CC=C3C=CN(C3=C2)CCCOC2OCCCC2)C=C1 6-(4-Fluorophenethyl)-1-(3-((tetrahydro-2H-pyran-2-yl)oxy)propyl)-1H-indole